ClC(C1=NC(=NO1)C1=CC=C(CN2N=CC(=C2)C(=O)N(C)C)C=C1)(F)F 1-(4-{5-[chloro(difluoro)methyl]-1,2,4-oxadiazol-3-yl}benzyl)-N,N-dimethyl-1H-pyrazole-4-carboxamide